BrC=1C(=NC(=NC1)NC1=C(C=C(C=C1)N1CCOCC1)OC)NC=1C=NC(=CC1)OC 5-Bromo-N2-(2-methoxy-4-morpholinophenyl)-N4-(6-methoxypyridin-3-yl)pyrimidine-2,4-diamine